5-(4-cyanophenyl)-N-(2-hydroxyethyl)-[1,2,4]triazolo[1,5-a]pyridine-7-carboxamide C(#N)C1=CC=C(C=C1)C1=CC(=CC=2N1N=CN2)C(=O)NCCO